6-[8-(1,3-benzothiazol-2-ylcarbamoyl)-3,4-dihydroisoquinolin-2(1H)-yl]-3-[1-(3-methoxybenzyl)-1H-pyrazol-4-yl]pyridine-2-carboxylic acid S1C(=NC2=C1C=CC=C2)NC(=O)C=2C=CC=C1CCN(CC21)C2=CC=C(C(=N2)C(=O)O)C=2C=NN(C2)CC2=CC(=CC=C2)OC